7-fluoro-N-(2-methyl-2H-tetrazol-5-yl)-1H-indazole-3-carboxamide FC=1C=CC=C2C(=NNC12)C(=O)NC=1N=NN(N1)C